BrC1=CC(=C2C(N(C(C2=C1)=O)CC1=NC=C(C=C1)Cl)(OC([2H])([2H])C1(CC1)C([2H])([2H])O)C1=CC=C(C=C1)Cl)F 6-bromo-3-(4-chlorophenyl)-2-[(5-chloropyridin-2-yl)methyl]-4-fluoro-3-({1-[hydroxy(2H2)methyl]cyclopropyl}(2H2)methoxy)-2,3-dihydro-1H-isoindol-1-one